CC1=C(C=C(OC[C@H]2N(CC2)C(=O)OC(C)(C)C)C=C1)C(NC1(CC1)C1=C2C=CC=NC2=CC=C1)=O (S)-tert-Butyl 2-((4-methyl-3-((1-(quinolin-5-yl)cyclopropyl)carbamoyl)phenoxy)methyl)azetidine-1-carboxylate